E-3,7-dimethyloct-5,7-dien-1-yl acetate C(C)(=O)OCCC(C\C=C\C(=C)C)C